4-(8-Amino-3-((1'S,6'R,8a'S)-1'-methoxy-3'-oxohexahydro-1'H-spiro[cyclopropan-1,2'-indolizin]-6'-yl)imidazo[1,5-a]pyrazin-1-yl)-3-ethoxy-N-(4-(trifluoromethyl)pyridin-2-yl)benzamid NC=1C=2N(C=CN1)C(=NC2C2=C(C=C(C(=O)NC1=NC=CC(=C1)C(F)(F)F)C=C2)OCC)[C@H]2CN1C(C3([C@@H]([C@@H]1CC2)OC)CC3)=O